C1(=CC=CC=C1)C=C1C=C(C(C(=C1)C)=O)C 4-phenylmethylene-2,6-dimethyl-2,5-cyclohexadiene-1-one